2-(4,4-difluoroazepan-1-yl)-6,7-difluoro-N-(3-sulfamoylphenyl)quinoline-3-carboxamide FC1(CCN(CCC1)C1=NC2=CC(=C(C=C2C=C1C(=O)NC1=CC(=CC=C1)S(N)(=O)=O)F)F)F